ClC=1C=C2C=NC(=NC2=CC1C1CCN(CC1)C1COC1)NC=1C=NN(C1C)CC1(CC1)C#N 1-{[4-({6-chloro-7-[1-(oxetan-3-yl)piperidin-4-yl]quinazolin-2-yl}amino)-5-methyl-1H-pyrazol-1-yl]methyl}cyclopropane-1-carbonitrile